[1-methyl-1-[7-(4-piperidyl)-3H-imidazo[4,5-b]pyridin-2-yl]ethyl] acetate C(C)(=O)OC(C)(C1=NC=2C(=NC=CC2C2CCNCC2)N1)C